2-ethyl-4-methyl-7-((4-(4-(trifluoromethyl)piperidin-1-yl)phenyl)amino)-2H-benzo[b][1,4]oxazin-3(4H)-one C(C)C1C(N(C2=C(O1)C=C(C=C2)NC2=CC=C(C=C2)N2CCC(CC2)C(F)(F)F)C)=O